C(C)(C)(C)OC(=O)N1CCC(=CC1)C=1C=C(C=CC1)C=1N=NN(C1)CC1=NC=C(C(=O)OC)C=C1 methyl 6-((4-(3-(1-(tert-butoxycarbonyl)-1,2,3,6-tetrahydropyridin-4-yl)phenyl)-1H-1,2,3-triazol-1-yl)methyl)nicotinate